C(CCC)O 1-butyl alcohol